ethyl 2-(4-(3-methyl-1H-indol-5-yl)phenyl)acetate CC1=CNC2=CC=C(C=C12)C1=CC=C(C=C1)CC(=O)OCC